OC1=C(C=O)C=C(C=C1)C1=CC(=CC=C1)SC 2-hydroxy-5-(3-methylsulfanylphenyl)benzaldehyde